N-(3-((2-(cyclopropylamino)-5-(4-(trifluoromethyl)phenyl)pyrimidin-4-yl)amino)-4-fluorophenyl)acrylamide C1(CC1)NC1=NC=C(C(=N1)NC=1C=C(C=CC1F)NC(C=C)=O)C1=CC=C(C=C1)C(F)(F)F